N-((4-bromophenyl)ethyl)-p-toluenesulfonamide BrC1=CC=C(C=C1)CCNS(=O)(=O)C1=CC=C(C)C=C1